P(=O)(O)(O)O.FC=1C=C(C=CC1C=1C=NC(=CC1)C=1N=NN(N1)C=C)N1C(O[C@@H](C1)C(CF)O)=O (S)-3-(3-fluoro-4-(6-(2-vinyl-2H-tetrazol-5-yl)pyridin-3-yl)phenyl)-5-(1-hydroxy-2-fluoro-ethyl)oxazolidin-2-one phosphate